8-(2-Diisopropylamino-ethyl-sulfanyl)-6,6-dimethyl-6H-benzo[b]naphtho[2,3-d]furan-11-one C(C)(C)N(CCSC=1C=C2C(C3=C(C4=C(O3)C=CC=C4)C(C2=CC1)=O)(C)C)C(C)C